((1S,4S)-2-Oxa-5-azabicyclo[2.2.1]heptan-5-yl)(4-(2-(2,6-dichlorophenyl)-3-(hydroxymethyl)imidazo[2,1-f][1,6]naphthyridin-9-yl)phenyl)methanone [C@@H]12OC[C@@H](N(C1)C(=O)C1=CC=C(C=C1)C=1C=NC=3C=CN4C(C3C1)=NC(=C4CO)C4=C(C=CC=C4Cl)Cl)C2